COC=1C=C(C=C(C1OC)OC)N1C([C@H]([C@@H]1C1=CC(=C(C=C1)OC)O)CNC(C1=CC=C(C=C1)F)=O)=O (3S,4R)-1-(3,4,5-trimethoxyphenyl)-4-(3-hydroxy-4-methoxyphenyl)-3-(4-fluorobenzamidomethyl)azetidin-2-one